C(C)OC(C(C(C(=O)OCC)C(C)C)(C#N)C(C)C)=O 2,3-Diisopropyl-2-cyanosuccinic acid diethyl ester